C[C@@H]1N(C2=CC=CC=C2[C@@H](C1)NC1=CC=C(C=C1)C1=NN=C(O1)CNC(OC(C)(C)C)=O)C(CC)=O tert-Butyl {[5-(4-{[(2S,4R)-2-methyl-1-propionyl-1,2,3,4-tetrahydroquinolin-4-yl]amino}phenyl)-1,3,4-oxadiazol-2-yl]methyl}carbamate